3-BROMO-1H-INDOLE-2-CARBALDEHYDE BrC1=C(NC2=CC=CC=C12)C=O